P(=O)(OC1=CC=CC=C1)(OC1=CC=CC=C1)OCCCCCC(C)C Diphenyl isooctyl phosphate